CC1(CC(=NO1)S(=O)(=O)CC1=C(C(=C(C(=C1F)F)COC)F)F)C 5,5-dimethyl-3-((2,3,5,6-tetrafluoro-4-(methoxymethyl)benzyl)sulfonyl)-4,5-dihydroisoxazole